[Br-].C(CCCCC)[NH3+] hexan-1-aminium bromide